C(C)ON1CNC=C1 N-ethoxy-3H-imidazole